ethyl 1-(4-amino-1,2,5-oxadiazol-3-yl)-5-ethyl-1,2,3-triazole-4-carboxylate NC=1C(=NON1)N1N=NC(=C1CC)C(=O)OCC